C[C@@H]1NC2=CC=C3C(=C2CC1)N=C(N3CCNCC=3C=NC=CC3)CCN3C(C=CC=C3)=O (7S)-7-Methyl-2-[2-(2-oxo-1,2-dihydropyridin-1-yl)ethyl]-3-(2-{[(pyridin-3-yl)methyl]amino}ethyl)-3H,6H,7H,8H,9H-imidazo[4,5-f]chinolin